C1C2C3CCCC3=C1CC2 hexahydro-4,7-methylene-1H-inden